CN1N=CC(=C1C1CCN(CC1)C1=NC(=NC(=C1)N1[C@@H]([C@@H](C1)N1C[C@H](NCC1)CF)C)C(F)(F)F)C 4-(4-(1,4-dimethyl-1H-pyrazol-5-yl)piperidin-1-yl)-6-((2R,3R)-3-((S)-3-(fluoromethyl)piperazin-1-yl)-2-methylazetidin-1-yl)-2-(trifluoromethyl)pyrimidine